OC1=CC(OC2=CC(=CC=C12)OC)=O 4-hydroxy-7-methoxy-2H-chromen-2-one